6,7-Difluoro-4-oxochromane-2-carboxylic acid FC=1C=C2C(CC(OC2=CC1F)C(=O)O)=O